C1=CC=CC=2C=CC3=C(OC4=C3C=CC=C4C=4C=C(N)C=CC4)C12 3-(naphtho[1,2-b]benzofuran-10-yl)aniline